3,6-dihydro-2H-1,3,4-oxadiazin O1CNN=CC1